NC1=NN2C(N=CC=C2)=C1C(=O)NC(C)C1=CC(=C2C=NN(C2=C1OCC)CC#CC)Cl 2-amino-N-(1-(1-(but-2-yn-1-yl)-4-chloro-7-ethoxy-1H-indazol-6-yl)ethyl)pyrazolo[1,5-a]pyrimidine-3-carboxamide